N-(thiazol-2-yl)-1H-pyrrolo[2,3-b]pyridine-3-carboxamide S1C(=NC=C1)NC(=O)C1=CNC2=NC=CC=C21